2-(5-{cyclopropyl[(1S,4S,5S,6R)-6-fluoro-2-azabicyclo[2.2.1]heptan-5-yl]amino}pyrazin-2-yl)-4-fluoro-5-(1-methyl-1H-pyrazol-4-yl)phenol C1(CC1)N(C=1N=CC(=NC1)C1=C(C=C(C(=C1)F)C=1C=NN(C1)C)O)[C@H]1[C@@H]2CN[C@H]([C@H]1F)C2